3-(2-fluoro-4-methoxy-phenyl)-4-[4-[(3S)-1-(3-fluoropropyl)pyrrolidin-3-yl]oxyphenyl]-2H-thiochromen-7-ol FC1=C(C=CC(=C1)OC)C=1CSC2=CC(=CC=C2C1C1=CC=C(C=C1)O[C@@H]1CN(CC1)CCCF)O